3-(5-methylisoxazol-3-yl)-[1,2,4]triazolo[4,3-b]pyridazine-6-carboxylic acid CC1=CC(=NO1)C1=NN=C2N1N=C(C=C2)C(=O)O